CN([C@@H]1[C@](CC[C@H](C1)C(=C)C)(O)C)C (1s,2s,4r)-2-(dimethylamino)-1-methyl-4-(1-methylvinyl)cyclohexanol